FC(CN1C(=NC=2C1=NC(=CN2)C2=CNC=1N=C(N=CC12)N[C@@H]1CCC(N(C1)C)=O)C)F (R)-5-((5-(1-(2,2-difluoroethyl)-2-methyl-1H-imidazo[4,5-b]pyrazin-6-yl)-7H-pyrrolo[2,3-d]pyrimidin-2-yl)amino)-1-methylpiperidin-2-one